10-bromobenzo[b]naphtho[2,1-d]thiophen BrC1=CC=CC2=C1SC1=C2C=CC=2C=CC=CC21